CC=1C=CC=C2CCCN(C12)S(=O)(=O)C1=C(C=CC(=C1)C=1N=NN(C1)C)C 8-Methyl-1-[2-methyl-5-(1-methyl-1H-1,2,3-triazol-4-yl)benzenesulfonyl]-1,2,3,4-tetrahydroquinoline